1,1,1-trifluoro-2-(2-(2-(((3R,4S)-3-methyl-1-((1-methyl-1H-pyrazol-4-yl)sulfonyl)piperidin-4-yl)amino)-5-(trifluoromethyl)pyrimidin-4-yl)thiazol-5-yl)propan-2-ol FC(C(C)(O)C1=CN=C(S1)C1=NC(=NC=C1C(F)(F)F)N[C@@H]1[C@@H](CN(CC1)S(=O)(=O)C=1C=NN(C1)C)C)(F)F